C[C@H]1[C@H]([C@H]([C@@H]([C@@H](O1)O[C@@H]2[C@H]([C@H]([C@H](O[C@H]2O[C@@H]3[C@H](O[C@H]([C@@H]([C@H]3O)NC(=O)C)O)CO)CO)O[C@@H]4[C@@H]([C@H]([C@H]([C@H](O4)CO)O)O)NC(=O)C)O)O)O)O The molecule is an amino tetrasaccharide in which an alpha-L-fucosyl residue is linked (1->2) to the middle galactosyl residue of an N-acetyl-alpha-D-galactosaminyl-(1->4)-beta-D-galactosyl-(1->4)-N-acetyl-beta-D-glucosamine trisaccharide. It has a role as an epitope. It is a galactosamine oligosaccharide, a glucosamine oligosaccharide and an amino tetrasaccharide.